CS(=O)(=O)C=1C=C2CNCC2=CC1 5-(methylsulfonyl)isoindoline